CC([C@H](CN1CCCC1)NP(=O)(C1=CC=CC=C1)C1=CC=CC=C1)C (R)-N-(3-methyl-1-(pyrrolidin-1-yl)butan-2-yl)-P,P-diphenylphosphinic amide